COC[C@H](C(=O)N(C)OC)NC(OC(C)(C)C)=O tert-Butyl N-[(1R)-1-(methoxymethyl)-2-[methoxy(methyl)amino]-2-oxo-ethyl]carbamate